3-{3-(3-cyclopropyl-2-fluorophenoxy)-6-[(1RS)-1-fluoroethyl]pyridazin-4-yl}-5-(2,4-dichlorobenzyl)-5,6-dihydro-4H-1,2,4-oxadiazine C1(CC1)C=1C(=C(OC=2N=NC(=CC2C2=NOCC(N2)CC2=C(C=C(C=C2)Cl)Cl)[C@@H](C)F)C=CC1)F |r|